N-(2-(4-(4-isopropyl-5-(8-methyl-[1,2,4]triazolo[1,5-a]pyridin-6-yl)-1H-pyrazol-3-yl)phenyl)propan-2-yl)oxetan-3-amine C(C)(C)C=1C(=NNC1C=1C=C(C=2N(C1)N=CN2)C)C2=CC=C(C=C2)C(C)(C)NC2COC2